(1R)-(+)-trans-isocitrate C(C(O)C(C(=O)[O-])CC(=O)[O-])(=O)[O-]